methanecarboxylic acid Carbonate C(O)(O)=O.CC(=O)O